tert-butyl (S)-2-(2-(1-methoxycyclopropanecarbonyl)-6-(3-methyl-1H-pyrrolo[2,3-b]pyridin-5-yl)-1,2,3,4-tetrahydroisoquinolin-8-yl)pyrrolidine-1-carboxylate COC1(CC1)C(=O)N1CC2=C(C=C(C=C2CC1)C=1C=C2C(=NC1)NC=C2C)[C@H]2N(CCC2)C(=O)OC(C)(C)C